N1=C(N=CC=C1)C1(CCC1)OCC(=O)N1CC2CCC(C1)N2C2=NC=C(C#N)C=C2 6-(3-(2-(1-(pyrimidin-2-yl)cyclobutoxy)acetyl)-3,8-diazabicyclo[3.2.1]octan-8-yl)nicotinonitrile